chromium dihydrophosphate P(=O)([O-])(O)O.[Cr+3].P(=O)([O-])(O)O.P(=O)([O-])(O)O